C(N)(OC(C=1C(=NC=CC1)N(C)S(=O)(=O)C)C(C)(C)C)=O tert-butyl((2-(N-methyl-methylsulfonylamino) pyridin-3-yl) methyl) carbamate